ClC1=CC=C(C=C1)N1C(N(C2(C1=O)CCN(CC2)C[C@@H]2C[C@@H](OCC2)C)CC)=O 3-(4-chlorophenyl)-1-ethyl-8-(((2s,4s)-2-methyltetrahydro-2H-pyran-4-yl)methyl)-1,3,8-triazaspiro[4.5]decane-2,4-dione